ClC1=NC(=NC(=C1)C(C)C)NC(=O)NC1=CC2=CC=CC=C2C=C1 1-(4-chloro-6-isopropylpyrimidin-2-yl)-3-(naphthalen-2-yl)urea